C1(CC1)S(=O)(=O)N1N=CC(=C1)C1=NC=CC(=N1)C1(NC=C(C(=C1)NC1CCC(CC1)CN(C)C)C1=NC=C(N=C1)N1CCC(CC1)(F)F)N 2-(2-(1-(Cyclopropylsulfonyl)-1H-pyrazol-4-yl)pyrimidin-4-yl)-5-(5-(4,4-difluoropiperidin-1-yl)pyrazin-2-yl)-N4-((1s,4s)-4-((dimethylamino)methyl)cyclohexyl)pyridine-2,4-diamine